chloro-7-fluoro-5-methoxy-3-(1H-pyrazol-4-yl)-2-(5-(trifluoromethyl)-4H-1,2,4-triazol-3-yl)-1H-indole ClN1C(=C(C2=CC(=CC(=C12)F)OC)C=1C=NNC1)C1=NN=C(N1)C(F)(F)F